C(CCCCCCC)[Si](OC)(OC)CC octyl-ethyl-dimethoxysilane